tert-Butyl (R)-3-(4-(1-((S)-3-((tert-butoxycarbonyl)amino)-2-((tert-butyl-dimethylsilyl) oxy)propyl)-1H-pyrazol-4-yl)phenoxy)-2-((tert-butyldimethylsilyl)-oxy)propanoate C(C)(C)(C)OC(=O)NC[C@@H](CN1N=CC(=C1)C1=CC=C(OC[C@H](C(=O)OC(C)(C)C)O[Si](C)(C)C(C)(C)C)C=C1)O[Si](C)(C)C(C)(C)C